ClC=1C=CC(=NC1)NC(\C=C\C1=C(C=CC=C1)OC)=O (2E)-N-(5-chloropyridin-2-yl)-3-(2-methoxyphenyl)acrylamide